C(C)(C)(C)OC(=O)N[C@H](C(=O)OCC#N)CCS(=O)(=O)C (S)-Cyanomethyl 2-((tert-butoxycarbonyl)amino)-4-(methylsulfonyl)butanoate